F[P-](F)(F)(F)(F)F.[Ir+] Iridium(I) hexafluorophosphate